porphin tetrabromide [Br-].[Br-].[Br-].[Br-].C12=CC=C(N1)C=C1C=CC(=N1)C=C1C=CC(N1)=CC=1C=CC(N1)=C2